CC=1C=C(C=CC1OCC1OC1)C1C=CC(CC1)C1=CC=C(C=C1)OCC1OC1 1-{3-methyl-4-(oxiranylmethoxy)phenyl}-4-{4-(oxiranylmethoxy)phenyl}-2-cyclohexene